3-(5,5,6-trimethylbicyclo[2.2.1]hept-2-yl)cyclohexanol CC1(C2CC(C(C1C)C2)C2CC(CCC2)O)C